benzo[D][1,3]dioxole-4-carboxamide O1COC2=C1C=CC=C2C(=O)N